keto(ethanone) O=CC=O